C(C)(C)(C)[Si](OC(C)C1=C(N)C=CC=C1)(C1=CC=CC=C1)C1=CC=CC=C1 2-(1-((tert-butyldiphenyl-silyl)oxy)ethyl)aniline